3-(5-(4-((ethyl(methyl)amino)methyl)pyridin-2-yl)-1-oxoisoindolin-2-yl)piperidine-2,6-dione C(C)N(C)CC1=CC(=NC=C1)C=1C=C2CN(C(C2=CC1)=O)C1C(NC(CC1)=O)=O